C(C)C=1C(NC2=CC(=CC(=C2C1)F)CN1CCC(=CC1)C=1C=NC(=CC1)C(=O)NC)=C=O 1'-((3-ethyl-5-fluoro-2-carbonyl-1,2-dihydroquinolin-7-yl)methyl)-N-methyl-1',2',3',6'-tetrahydro-[3,4'-bipyridine]-6-carboxamide